O1N=C(C=N1)C(=N)N 1,2,5-oxadiazole-3-amidine